tert-butyl bis(2-aminoethyl)carbamate NCCN(C(OC(C)(C)C)=O)CCN